4-amino-6-(3-cyanophenyl)-2-(2-fluorobenzyl)pyrazolo[1,5-a]pyrazine-3-carbonitrile NC=1C=2N(C=C(N1)C1=CC(=CC=C1)C#N)N=C(C2C#N)CC2=C(C=CC=C2)F